3-fluoropyridin-4-amine FC=1C=NC=CC1N